[Si](C)(C)(C(C)(C)C)OCC1=NC(=CC=C1)F 2-(((t-Butyldimethylsilyl)oxy)methyl)-6-fluoropyridine